3-chloro-1-(10,11-dihydro-5H-dibenzo[b,f]azepin-5-yl)propan-1-one ClCCC(=O)N1C2=C(CCC3=C1C=CC=C3)C=CC=C2